N1CC(C1)OC1=CC=C(S1)[C@H]1N([C@@H](CC2=C1NC1=CC=CC=C21)C)CC(CO[Si](C2=CC=CC=C2)(C2=CC=CC=C2)C(C)(C)C)(F)F (1S,3R)-1-(5-(Azetidin-3-yloxy)thiophen-2-yl)-2-(3-((tert-butyldiphenylsilyl)oxy)-2,2-difluoropropyl)-3-methyl-2,3,4,9-tetrahydro-1H-pyrido[3,4-b]indole